C(N)(SC1=C(C=CC(=C1)NC(=O)[C@@H]1O[C@]([C@H]([C@H]1C1=C(C(=C(C=C1)F)F)OC)C)(C(F)(F)F)C)F)=O S-(5-((2r,3S,4S,5r)-3-(3,4-difluoro-2-methoxyphenyl)-4,5-dimethyl-5-(trifluoromethyl) tetrahydrofuran-2-carboxamido)-2-fluorophenyl) thiocarbamate